C(C)(=O)N[C@H](COCC1=CC=CC=C1)C(=O)NC1=CC=C(C=C1)NC(\C(=C\C1=CC=C(C=C1)O)\C#N)=O (E)-N-(4-(N-acetyl-O-benzyl-D-seryl)aminophenyl)-α-cyano-3-(4-hydroxyphenyl)acrylamide